tert-butyl 2-({[2-(2,6-dioxopiperidin-3-yl)-1,3-dioxo-2,3-dihydro-1H-isoindol-4-yl]oxy} methyl)pyrrolidine-1-carboxylate O=C1NC(CCC1N1C(C2=CC=CC(=C2C1=O)OCC1N(CCC1)C(=O)OC(C)(C)C)=O)=O